COC1=CC=C(C=C1)C(CC(=O)O)(CC(=O)O)C(=O)O 2-(4-methoxyphenyl)-propane-1,2,3-tricarboxylic acid